BrC=1C(=NC=NC1)NC(C(=O)O)CC 2-((5-bromopyrimidin-4-yl)amino)butanoic acid